ClC1=CC=C(C(=N1)C#N)NC([2H])([2H])[2H] 6-chloro-3-((methyl-d3)amino)2-cyanopyridine